C1(CC1)NC=1OC2=C(N1)C=C(C(=C2)F)C#C N-cyclopropyl-5-ethynyl-6-fluorobenzo[d]oxazol-2-amine